C(C)(C)(C)OC(=O)N1CCC(CC1)(C(=O)O)CC#CC1=CC2=C(N(C(N2C)=O)C2C(NC(CC2)=O)=O)C=C1 1-tert-butoxycarbonyl-4-[3-[1-(2,6-dioxo-3-piperidyl)-3-methyl-2-oxo-benzimidazol-5-yl]prop-2-ynyl]piperidine-4-carboxylic acid